C(#N)C1=C2C=C(C(NC2=CC(=C1)CN1CCC(=CC1)C=1C=NC(=CC1)C(=O)NC)=C=O)CC 1'-((5-cyano-3-ethyl-2-carbonyl-1,2-dihydroquinolin-7-yl)methyl)-N-methyl-1',2',3',6'-tetrahydro-[3,4'-bipyridine]-6-carboxamide